3-(2-(2,6-dioxopiperidin-3-yl)-1-oxoisoindolin-4-yl)propyl 2-(4-((3-benzyl-9-methyl-4H,6H-thieno[2,3-e][1,2,4]triazolo[3,4-c][1,4]oxazepin-2-yl)ethynyl)-1H-pyrazol-1-yl)acetate C(C1=CC=CC=C1)C1=C(SC=2N3C(COCC21)=NN=C3C)C#CC=3C=NN(C3)CC(=O)OCCCC3=C2CN(C(C2=CC=C3)=O)C3C(NC(CC3)=O)=O